FC(C(=O)O)(F)F.C(CCC)(=O)O butanoic acid 2,2,2-trifluoroacetate